N-methyl-N-((1-(3-nitrophenyl)-1H-tetrazol-5-yl)methyl)aniline CN(C1=CC=CC=C1)CC1=NN=NN1C1=CC(=CC=C1)[N+](=O)[O-]